S1C2=C(C=C1NC(=O)N[C@@H]1/C(/NC[C@H]1C1=C(C=C(C=C1F)OC)F)=N/OCCO)C=CC=C2 |o1:9,13| (-)-1-(benzo[b]thiophen-2-yl)-3-{(3S*,4R*,Z)-4-(2,6-difluoro-4-methoxyphenyl)-2-[(2-hydroxyethoxy)imino]-pyrrolidin-3-yl}urea